ClC=1C=C(C(=C(C1)C1=NN(C=C1C1=NC=NC=C1)C(C)C)F)NS(=O)(=O)C 4-{3-[5-chloro-2-fluoro-3-(methanesulfonamido)phenyl]-1-(propan-2-yl)-1H-pyrazol-4-yl}pyrimidin